ClC1=CC=C(C=C1)I Chloro-4-iodobenzene